2-(8-(2-guanidinopyrimidine-5-carbonyloxy)imidazo[1,2-a]pyridin-5-yl)acetic acid hydrochloride Cl.N(C(=N)N)C1=NC=C(C=N1)C(=O)OC=1C=2N(C(=CC1)CC(=O)O)C=CN2